BrC1=CC(=NC=C1)NC(N(C1CC2(CN(C2)C(=O)C2=C3N(N=C2)C=CN3C)C1)C)=O 3-(4-bromopyridin-2-yl)-1-methyl-1-(2-(1-methyl-1H-imidazo[1,2-b]pyrazole-7-carbonyl)-2-azaspiro[3.3]heptan-6-yl)urea